3-dimethylaminonaphthalene-1-carbaldehyde CN(C=1C=C(C2=CC=CC=C2C1)C=O)C